ClC1=C(C(C=2C=CC=NC2C1=O)=O)NC1=CC=C(C=C1)C=1SC=CN1 7-chloro-6-((4-(thiazol-2-yl)phenyl)amino)quinoline-5,8-dione